C(C)(=O)O[C@H]1CC[C@@]2(C3CC[C@@]4(C(=CCC4C3CC=C2C1)N1C=NC(=C1)C)C)C (3S,10R,13S)-10,13-dimethyl-17-(4-methyl-1H-imidazol-1-yl)-2,3,4,7,8,9,10,11,12,13,14,15-dodecahydro-1H-cyclopenta[a]phenanthren-3-yl acetate